ClC1=C2C(=CC(=NC2=CC=C1)COC1=CC=C(C=C1)C1=NN(C=C1C1=CC=NC=C1)C)C(=O)N=S(=O)(C)C 5-Chloro-N-[Dimethyl(oxo)-λ6-sulfanylidene]-2-[[4-[1-methyl-4-(4-pyridyl)pyrazol-3-yl]phenoxy]methyl]quinoline-4-carboxamide